O.C[N+]1(CCOCC1)[O-] 4-methylmorpholine N-oxide monohydrate